OC1=C(C=C(C=C1C(C)(C)C)C)N1N=C2C(=N1)C=CC(=C2)N 2-(2'-hydroxy-3'-tert-butyl-5'-methylphenyl)-5-aminobenzotriazole